C(C1=CC=CC=C1)SC=1C=CC(=C(N)C1)[N+](=O)[O-] 5-(benzylthio)-2-nitroaniline